C(#N)C1=C(SC2=C1CN(CC2)CC2=CC(=CC=C2)F)NC(CC2=CC(=C(C=C2)S(N)(=O)=O)OC)=O N-(3-Cyano-5-(3-fluorobenzyl)-4,5,6,7-tetrahydrothieno[3,2-c]pyridin-2-yl)-2-(3-methoxy-4-sulfamoylphenyl)acetamid